4-((1-acetylpiperidin-4-yl)methoxy)-2-amino-6-fluorobenzoic acid methyl ester COC(C1=C(C=C(C=C1F)OCC1CCN(CC1)C(C)=O)N)=O